N-(5-(2,6-Difluoro-4-methoxyphenyl)-1-methyl-2-(3-((3-methyloxetan-3-yl)methoxy)-6-(trifluoromethyl)pyridin-2-yl)-3-oxo-2,3-dihydro-1H-pyrazol-4-yl)-4-(difluoromethoxy)benzamide FC1=C(C(=CC(=C1)OC)F)C1=C(C(N(N1C)C1=NC(=CC=C1OCC1(COC1)C)C(F)(F)F)=O)NC(C1=CC=C(C=C1)OC(F)F)=O